(4S)-4-prop-1-en-2-ylcyclohexene-1-carbaldehyde C=C(C)[C@@H]1CC=C(CC1)C=O